trinitrotoluenesulfonic acid anion [N+](=O)([O-])C1=C(C(S(=O)(=O)[O-])([N+](=O)[O-])[N+](=O)[O-])C=CC=C1